((3aS,4R,6S,6aS)-6-(4-aminopyrrolo[2,1-f][1,2,4]triazin-7-yl)-4-cyano-2,2-dimethyltetrahydrofuro[3,4-d][1,3]dioxol-4-yl)methyl spiro[3.3]heptane-2-carboxylate C1C(CC12CCC2)C(=O)OC[C@]2(O[C@H]([C@@H]1OC(O[C@@H]12)(C)C)C1=CC=C2C(=NC=NN21)N)C#N